2-(4-(2H-tetrazol-5-yl)phenoxy)-5-(1H-pyrazol-3-yl)pyridine N=1NN=NC1C1=CC=C(OC2=NC=C(C=C2)C2=NNC=C2)C=C1